2-((5,6-dihydro-4H-cyclopenta[d]thiazol-2-yl)amino)-N-(2-meth-oxyethyl)-1-methyl-1H-benzo[d]imidazole-5-carboxamide S1C(=NC2=C1CCC2)NC2=NC1=C(N2C)C=CC(=C1)C(=O)NCCOC